1-[[1-[2-(2,6-dioxopiperidin-3-yl)-1,3-dioxoisoindol-5-yl]piperidin-4-yl]methyl]piperidine-4-carbaldehyde O=C1NC(CCC1N1C(C2=CC=C(C=C2C1=O)N1CCC(CC1)CN1CCC(CC1)C=O)=O)=O